6-(4-(2-((2-oxaspiro[3.3]heptan-6-yl)oxy)-5-fluorophenyl)piperidin-1-yl)-2-azaspiro[3.4]octane C1OCC12CC(C2)OC2=C(C=C(C=C2)F)C2CCN(CC2)C2CC1(CNC1)CC2